O[C@H]1[C@@H](O)[C@H](O)[C@@H](O1)CO α-L-xylofuranose